2,4,6-tri(4-bromomethylphenyl)-1,3,5-triazine BrCC1=CC=C(C=C1)C1=NC(=NC(=N1)C1=CC=C(C=C1)CBr)C1=CC=C(C=C1)CBr